COCCOCOC1=C(C=C(C=C1)N1C(C2=CC(=C(C=C2CC1)C1=CC=C(C=C1)C(F)(F)F)OCCCN1CCOCC1)=O)NS(=O)(=O)C N-(2-((2-methoxyethoxy)methoxy)-5-(7-(3-morpholinopropoxy)-1-oxo-6-(4-(trifluoromethyl)phenyl)-3,4-dihydroisoquinolin-2(1H)-yl)phenyl)methanesulfonamide